1-(Cyclopropylmethyl)-N-((S*)-4,4,4-trifluoro-3,3-dimethyl-(5-((R)-1-(4,4,4-trifluorobutanamido)ethyl)-1H-benzo[d]imidazol-2-yl)butyl)-1H-1,2,4-triazole-5-carboxamide C1(CC1)CN1N=CN=C1C(=O)N[C@@H](CC(C(F)(F)F)(C)C)C1=NC2=C(N1)C=CC(=C2)[C@@H](C)NC(CCC(F)(F)F)=O |o1:12|